isopropyl-2-isoamyl-1,3-dimethoxypropane C(C)(C)C(C(COC)CCC(C)C)OC